O1C(=CC=C1)CNC 1-(furan-2-yl)-N-methyl-methylamine